BrC1=C(OCCN(C(OC(C)(C)C)=O)C)C=CC(=C1)F tert-butyl N-[2-(2-bromo-4-fluoro-phenoxy) ethyl]-N-methyl-carbamate